BrC(C(=O)OCC)C1=CC2=C(C=C1)OCO2 Ethyl α-bromo-3,4-methylenedioxyphenylacetate